methyl (1R,3S,4aR,4bS,6R,8aR,10aR)-3-acetoxy-10a-methyl-4,8-dioxo-6-(quinolin-4-yl)tetradecahydrophenanthrene-1-carboxylate C(C)(=O)O[C@H]1C[C@H]([C@@]2(CC[C@H]3C(C[C@@H](C[C@@H]3[C@H]2C1=O)C1=CC=NC2=CC=CC=C12)=O)C)C(=O)OC